[2,2-bis(hydroxymethyl)-3-[(Z)-octadec-9-enoyl]oxy-propyl] (Z)-octadec-9-enoate C(CCCCCCC\C=C/CCCCCCCC)(=O)OCC(COC(CCCCCCC\C=C/CCCCCCCC)=O)(CO)CO